FC(C)(F)C1=NN2C(N=C(C=C2NC2=CC=C(C=C2)S(F)(F)(F)(F)F)C)=N1 2-(1,1-Difluoroethyl)-5-methyl-N-[4-(pentafluoro-λ6-sulfanyl)phenyl]-[1,2,4]triazolo[1,5-a]pyrimidin-7-amin